N-(4-acetamidophenyl)-2-(2-cyanobenzimidazol-1-yl)-N-[(1-methylpyrrol-2-yl)methyl]acetamide C(C)(=O)NC1=CC=C(C=C1)N(C(CN1C(=NC2=C1C=CC=C2)C#N)=O)CC=2N(C=CC2)C